FC1=C(C(=C(C(=C1OB(OC1=C(C(=C(C(=C1F)F)F)F)F)OC1=C(C(=C(C(=C1F)F)F)F)F)F)F)F)F.C1(=CC=CC=C1)C1=C(C=CC=2SC3=CC=CC=C3CC12)[S+](C1=CC=CC=C1)C1=CC=C(C=C1)SC1=CC=2CC3=CC=CC=C3SC2C=C1 phenyl-[4-(2-thioxanthenylthio)phenyl]phenyl-2-thioxanthenylsulfonium tris(pentafluorophenyl)borate